(2,6-dimethylpiperazin-1-yl)(pyrrolidin-1-yl)methanone hydrochloride Cl.CC1N(C(CNC1)C)C(=O)N1CCCC1